2,4,8,10-Tetra-tert.-butyl-6-((3,3',5,5'-tetra-tert.-butyl-2'-(((4S,5R)-4,5-diphenyl-1,3,2-dioxaphospholan-2-yl)oxy)-[1,1'-biphenyl]-2-yl)oxy)dibenzo[d,f][1,3,2]dioxaphosphepine C(C)(C)(C)C1=CC2=C(OP(OC3=C2C=C(C=C3C(C)(C)C)C(C)(C)C)OC3=C(C=C(C=C3C(C)(C)C)C(C)(C)C)C3=C(C(=CC(=C3)C(C)(C)C)C(C)(C)C)OP3O[C@@H]([C@@H](O3)C3=CC=CC=C3)C3=CC=CC=C3)C(=C1)C(C)(C)C